S1C(=CC=C1)B1OC(C)(C)C(C)(C)O1 2-thiophenylboronic acid pinacol ester